FCC1=C2C(=NN(C2=CC=C1)C1OCCCC1)I 4-(fluoromethyl)-3-iodo-1-tetrahydropyran-2-yl-indazole